5-{4-amino-5-[(4,4-difluoropiperidin-1-yl)methyl]pyrrolo[2,1-f][1,2,4]triazin-7-yl}-N-[(3R,4S)-1-(4-chlorobenzoyl)-4-fluoropyrrolidin-3-yl]-2-methoxypyridine-3-carboxamide NC1=NC=NN2C1=C(C=C2C=2C=C(C(=NC2)OC)C(=O)N[C@@H]2CN(C[C@@H]2F)C(C2=CC=C(C=C2)Cl)=O)CN2CCC(CC2)(F)F